(4-bromobenzyl)-5-fluoro-2-methoxybenzamide BrC1=CC=C(CC=2C(=C(C(=O)N)C=C(C2)F)OC)C=C1